NC1=C(C=CC=C1N)OC 2,3-Diaminoanisole